1,6-dimethyl-3-phenylquinolinone CN1C(C(=CC2=CC(=CC=C12)C)C1=CC=CC=C1)=O